9-chloropyrido[2',3':4,5]pyrimido[1,2-a]indol-5(11H)-one ClC1=CC=2CC=3N(C2C=C1)C(C1=C(N3)N=CC=C1)=O